C(C=C)(=O)OCCCCCCOC1=CC=C(C(=O)OC2=CC(=C(C=C2)OC(=O)C2CCC(CC2)C)C=NNC=2SC3=C(N2)C=CC=C3)C=C1 [3-[1,3-benzothiazol-2-ylhydrazonomethyl]-4-(4-methylcyclohexanecarbonyl)oxy-phenyl] 4-(6-prop-2-enoyloxyhexoxy)benzoate